BrC1=CC=C(C=C1)C1=CC=C(C=C1)C1=CC2=C(N=C(O2)C2=CC=CC=C2)C=C1 6-(4'-bromo-[1,1']biphenyl-4-yl)-2-phenyl-benzooxazole